2-diethoxyphosphoryl-propane-1,3-diol C(C)OP(=O)(OCC)C(CO)CO